2-(2-fluoro-4-iodophenyl)-1-methyl-4-(trifluoromethyl)-1H-imidazole FC1=C(C=CC(=C1)I)C=1N(C=C(N1)C(F)(F)F)C